tert-butyl (2S,4R)-2-({(1R)-1-[4-(1-ethyl-1H-pyrazol-5-yl) phenyl]-2-hydroxyethyl}carbamoyl)-4-hydroxypyrrolidine-1-carboxylate C(C)N1N=CC=C1C1=CC=C(C=C1)[C@H](CO)NC(=O)[C@H]1N(C[C@@H](C1)O)C(=O)OC(C)(C)C